NC([C@H](C)NC(C1=CC(=CC(=C1)S(=O)(=O)C(F)(F)F)Cl)=O)=O N-[(2S)-1-amino-1-oxopropan-2-yl]-3-chloro-5-[(trifluoromethyl)sulfonyl]-benzamide